C1(CC(C(CC1)C(C)C)OC(C(O)C)=O)C menthyllactate